1-(3-((difluoromethyl)sulfinyl)-2-methylphenyl)ethan-1-one disulfanediylbis(ethane-2,1-diyl)bis(2-methyl-acrylate) S(SCCC=C(C(=O)O)C)CCC=C(C(=O)O)C.FC(S(=O)C=1C(=C(C=CC1)C(C)=O)C)F